BrC1=NN(C(=N1)C=O)C1CC1 Bromo-1-cyclopropyl-1H-1,2,4-triazole-5-carbaldehyde